C(C)(=O)N1CCC(CC1)N(CC(C)(O)C1=CC=C2[C@](N(C(C2=C1)=O)CC1=NC=C(C=C1)Cl)(OC)C1=CC=C(C=C1)Cl)C (3R)-6-{1-[(1-Acetylpiperidin-4-yl)(methyl)amino]-2-hydroxypropan-2-yl}-3-(4-chlorophenyl)-2-[(5-chloropyridin-2-yl)methyl]-3-methoxy-2,3-dihydro-1H-isoindol-1-on